O1C=NC2=C1C=1C=CC(=CC1OC2)C=O 4H-chromeno[3,4-d]oxazole-7-carbaldehyde